1-(3-(6-(pyridin-4-yl)-2H-indazol-2-yl)piperidin-1-yl)prop-2-en-1-one N1=CC=C(C=C1)C=1C=CC2=CN(N=C2C1)C1CN(CCC1)C(C=C)=O